COC1=CC=C(C=C1)/C=C(/C(=O)O)\C (E)-3-(4-methoxyphenyl)-2-methylacrylic acid